[4-(5-aminoisoxazol-3-yl)-1-piperidyl]-(3-fluoro-4-phenyl-phenyl)methanone NC1=CC(=NO1)C1CCN(CC1)C(=O)C1=CC(=C(C=C1)C1=CC=CC=C1)F